2-(5-fluoro-2-hydroxyphenyl)-4(s)-ethylimidazole FC=1C=CC(=C(C1)C=1NC=C(N1)CC)O